FC=1C=C(C(=NC1)OC)C=CC(C)(S(=O)N)C ((5-fluoro-2-methoxypyridin-3-yl)methylene)-2-methylpropan-2-sulfinamide